4-((6-chloropyridazin-3-yl)oxymethyl)-5-methyl-3-(6-methyl-3-pyridyl)isoxazole ClC1=CC=C(N=N1)OCC=1C(=NOC1C)C=1C=NC(=CC1)C